9,10-dihydro-acridine C1=CC=CC=2NC3=CC=CC=C3CC12